N1(N=CC=C1)CC1=C(C=CC(=C1)N)C1=CC=CC=C1 2-(1H-pyrazol-1-ylmethyl)biphenyl-4-amine